N-(2-(3-hydroxy-2-methylphenyl)-1-methyl-1H-pyrrolo[2,3-c]pyridin-5-yl)cyclopropane-1-carboxamide OC=1C(=C(C=CC1)C1=CC=2C(=CN=C(C2)NC(=O)C2CC2)N1C)C